C(CCCCCCC)(=O)NCCCC[C@H](N)C(=O)O Nε-Octanoyllysin